C(CCCCCCCCCC)C=1N=NN(N1)CCC[Si](OCC)(OCC)OCC 5-undecyl-2-[3-(triethoxysilyl)propyl]-2H-tetrazole